C(C)(=O)C=1C(=CC(=C(C1)NC(=O)NCC1=C(C=CC=C1)Cl)OC)O 1-(5-acetyl-4-hydroxy-2-methoxyphenyl)-3-(2-chlorobenzyl)urea